4-hydroxy-6-(3-methyl-4-(trifluoromethyl)phenethyl)pyridazin-3(2H)-one OC=1C(NN=C(C1)CCC1=CC(=C(C=C1)C(F)(F)F)C)=O